8-Amino-3-(5-(3-amino-1,1,1-trifluoro-2-hydroxy-3-oxopropan-2-yl)-2-methylphenyl)-N-(3-cyclopropyltetrahydrofuran-3-yl)imidazo[1,2-a]pyrazine-6-carboxamide NC=1C=2N(C=C(N1)C(=O)NC1(COCC1)C1CC1)C(=CN2)C2=C(C=CC(=C2)C(C(F)(F)F)(C(=O)N)O)C